2-(2-fluorobenzenesulfonyl)hexahydropyrrolo[1,2-a]pyrazin-6-one FC1=C(C=CC=C1)S(=O)(=O)N1CC2N(CC1)C(CC2)=O